(±)-N-(8-(3-Hydroxy-3-methylbut-1-yn-1-yl)-1-methyl-2-oxo-2,3,4,5-tetrahydro-1H-benzo[b]azepin-3-yl)-4-phenoxypicolinamide OC(C#CC=1C=CC2=C(N(C([C@@H](CC2)NC(C2=NC=CC(=C2)OC2=CC=CC=C2)=O)=O)C)C1)(C)C |r|